ClC1=C2C(=NC=C1)NC(=C2C2=CC=C1CCN(C1=C2)C(C=C)=O)C2=CC=C(C=C2)OCCCN(C)C 1-(6-(4-chloro-2-(4-(3-(dimethylamino)propoxy)phenyl)-1H-pyrrolo[2,3-b]pyridin-3-yl)indolin-1-yl)prop-2-en-1-one